[(1S)-1-(3,5-dichloro-4-pyridyl)ethyl] methanesulfonate CS(=O)(=O)O[C@@H](C)C1=C(C=NC=C1Cl)Cl